C12C(CC(C=C1)C2)CC(=O)OC methyl bicyclo[2.2.1]hept-5-en-2-ylacetate